2-ACETAMIDO-2-METHYLPROPANOIC ACID C(C)(=O)NC(C(=O)O)(C)C